ClC1=NC2=NC=C(N=C2C=N1)Cl 2,6-dichloropteridine